trans-traumatate C(\C=C\CCCCCCCCC(=O)[O-])(=O)[O-]